3-(3',5'-dibromo-[1,1'-biphenyl]-4-yl)dibenzo[b,d]thiophene BrC=1C=C(C=C(C1)Br)C1=CC=C(C=C1)C=1C=CC2=C(SC3=C2C=CC=C3)C1